BrC1=C(C(=CC=C1)C1=CC=CC=C1)C(=O)OCC1=CC=CC=C1 Benzyl 3-bromo-[1,1'-biphenyl]-2-carboxylate